BrC1=C(C(=CC=C1)Cl)N1C(N=C(C=C1)OCC)NC1=CC(=C(C=C1)OC1CCN(CC1)C)C N-(2-bromo-6-chlorophenyl)-4-ethoxy-2-((3-methyl-4-((1-methylpiperidin-4-yl)oxy)phenyl)amino)pyrimidine